CC(=O)[C@H]1CC[C@@H]2[C@@]1(CC[C@H]3[C@H]2CCC4=C[C@H](CC[C@]34C)O)C 4-Pregnen-3β-ol-20-one